O=C1CC(=C(C=C1)S(=O)(=O)N)C(F)(F)F 4-oxotrifluoromethylbenzenesulfonamide